Tert-butyl 4-(3-(5-(difluoromethyl)-1,3,4-thiadiazol-2-yl)-6-(N-(1-methylcyclopropyl)sulfamoyl)imidazo[1,2-a]pyridin-8-yl)-3,6-dihydropyridine-1(2H)-carboxylate FC(C1=NN=C(S1)C1=CN=C2N1C=C(C=C2C=2CCN(CC2)C(=O)OC(C)(C)C)S(NC2(CC2)C)(=O)=O)F